BrC1=C(OC2=NC(=NC(=N2)OC2=C(C=C(C=C2Br)Br)Br)OC2=C(C=C(C=C2Br)Br)Br)C(=CC(=C1)Br)Br 2,4,6-Tris-(2,4,6-tribromophenoxy)-1,3,5-triazine